C(CCCN)N Butylendiamine